(2R,3S,5R)-5-(6-Amino-2-fluoro-9H-purin-9-yl)-2-ethynyl-2-((((S)-(((S)-1-isopropoxy-1-oxopropan-2-yl)amino)(phenoxy)phosphoryl)oxy) methyl)tetrahydrofuran-3-yl tetradecanoate C(CCCCCCCCCCCCC)(=O)O[C@@H]1[C@](O[C@H](C1)N1C2=NC(=NC(=C2N=C1)N)F)(CO[P@](=O)(OC1=CC=CC=C1)N[C@H](C(=O)OC(C)C)C)C#C